(4-(3-(2-hydroxyethoxy)oxetan-3-yl)phenyl)(4-(4-(trifluoromethyl)phenyl)piperidin-1-yl)methanone OCCOC1(COC1)C1=CC=C(C=C1)C(=O)N1CCC(CC1)C1=CC=C(C=C1)C(F)(F)F